5-(4-fluorophenyl)-1H-pyridine FC1=CC=C(C=C1)C=1C=CCNC1